OC[C@@H](C(=O)OC1C[C@H]2[C@@H]3O[C@@H]3[C@@H](C1)N2C)C2=CC=CC=C2 [(1R,2R,4S,5S)-9-Methyl-3-oxa-9-azatricyclo[3.3.1.02,4]nonan-7-yl] (2S)-3-hydroxy-2-phenylpropanoate